ClC=1C=CC(=NC1)N1CC[C@H]2CN(CC[C@H]21)C(=O)OCC2=CC=CC=C2 benzyl (3aS,7aR)-1-(5-chloro-2-pyridyl)-3,3a,4,6,7,7a-hexahydro-2H-pyrrolo[3,2-c]pyridine-5-carboxylate